2-methylpropan-2-yl {[(7R)-5-[5-amino-1-(propan-2-yl) benzo[d][1,2,3]triazol-4-yl]-5-azaspiro[2.4]hept-7-yl] amino}carboxylate NC1=C(C2=C(N(N=N2)C(C)C)C=C1)N1CC2(CC2)[C@H](C1)NC(=O)OC(C)(C)C